1-N'-(4-fluorophenyl)-1-N-[4-[7-(1,3-oxazol-2-yl)quinolin-4-yl]Oxyphenyl]Cyclopropane-1,1-dicarboxamide FC1=CC=C(C=C1)NC(=O)C1(CC1)C(=O)NC1=CC=C(C=C1)OC1=CC=NC2=CC(=CC=C12)C=1OC=CN1